1-(5-((4-(3,6-dichloropyridazin-4-yl)piperazin-1-yl)methyl)-1-oxoisoindolin-2-yl)dihydropyrimidine-2,4(1H,3H)-dione ClC=1N=NC(=CC1N1CCN(CC1)CC=1C=C2CN(C(C2=CC1)=O)N1C(NC(CC1)=O)=O)Cl